CC1=C(C(=CC(=C1)C)C)C=1C(CCC1OC)=O 2-(2,4,6-trimethylphenyl)-3-methoxycyclopent-2-enone